ethyl 2-(3-((4-methylpiperazin-1-yl)methyl)-5-(trifluoromethyl)phenyl)acetate CN1CCN(CC1)CC=1C=C(C=C(C1)C(F)(F)F)CC(=O)OCC